dimethyl-pentamethylcyclopentadienyl(1-pentyl-6,6-diethyl-1,5,6,7-tetrahydro-s-indacenyl)hafnium C[Hf](C1(C=CC2=CC=3CC(CC3C=C12)(CC)CC)CCCCC)(C1(C(=C(C(=C1C)C)C)C)C)C